ClC1=NC=C2C=C(N=C(C2=C1)N1CC(C1)N(C)C)C1=C(C(=CC(=C1Cl)OC)OC)Cl 1-(7-chloro-3-(2,6-dichloro-3,5-dimethoxyphenyl)-2,6-naphthyridin-1-yl)-N,N-dimethylazetidin-3-amine